FC1=C(C=C(C=C1)OC(F)(F)F)B(O)O (2-fluoro-5-(trifluoro-methoxy)phenyl)boronic acid